2-methyl-naphtho[1,2-b]furan CC1=CC2=C(O1)C1=CC=CC=C1C=C2